FC(C1=CC=CC(=N1)C(=O)[O-])(F)F 6-(trifluoromethyl)picolinate